4-((1s,3s)-3-(dimethylamino)cyclobutoxy)-5-methoxy-2-methylaniline CN(C1CC(C1)OC1=CC(=C(N)C=C1OC)C)C